ClC=1N=C(C2=C(N1)N(C=C2)[C@H]2[C@@H]([C@@H]([C@H](O2)CS(=O)(=O)CP(O)(O)=O)O)O)NCC [(2S,3S,4R,5R)-5-[2-chloro-4-(ethylamino)-pyrrolo[2,3-d]-pyrimidin-7-yl]-3,4-dihydroxy-tetrahydro-furan-2-yl]methyl-sulfonylmethylphosphonic acid